N-((1S,2S)-1-((S)-4-benzyl-4-methyl-4,5-dihydrooxazol-2-yl)-2-methylbutyl)acetamide C(C1=CC=CC=C1)[C@@]1(N=C(OC1)[C@H]([C@H](CC)C)NC(C)=O)C